sodium 1-methyl-5-mercaptotetrazole CN1N=NN=C1S.[Na]